FC(O[C@H]1C[C@H](C1)C1=NN=C(O1)C12OCC(CC1)(CC2)NC(OC(C)(C)C)=O)(F)F tert-butyl (1-(5-(cis-3-(trifluoromethoxy)cyclobutyl)-1,3,4-oxadiazol-2-yl)-2-oxabicyclo[2.2.2]octan-4-yl)carbamate